C(C)C=1C=NC(=NC1)N1C[C@H](CC1)COC1=C(C=CC=C1F)C1=CC=CC2=C1S(CO2)=O 4-(((S)-1-(5-Ethylpyrimidin-2-yl)pyrrolidin-3-yl)methoxy-3-fluorophenyl)-2H-benzo[d][1,3]oxathiole 3-oxide